ClC1=C(C(=O)OCCCC)C=CC=N1 butyl 2-chloronicotinate